rac-1-(((1S,2R)-2-Fluoro-1-methyl-5-oxocyclohexyl)methyl)-1H-benzo[d]imidazole-6-carbonitrile F[C@H]1[C@](CC(CC1)=O)(C)CN1C=NC2=C1C=C(C=C2)C#N |r|